N-(3-diethylaminopropyl)stearoyl-amide C(C)N(CCCCCCCCCCCCCCCCCCCCC(=O)[NH-])CC